C(#N)C1=C(C=CC(=C1)C1=CC=CC=C1)CCCN1C=NC(=C1)C 2-cyano-1-[3-(4-methyl-1H-imidazol-1-yl)propyl]-4-phenylbenzene